Br.FC1=C(N)C(=C(C(=C1F)F)F)F 2,3,4,5,6-pentafluoroaniline hydrobromide